(S)-2-oxooxazolidine-4-carbonyl chloride O=C1OC[C@H](N1)C(=O)Cl